7-fluoro-4-(8-fluoro-2-(((S)-1-methylpyrrolidin-2-yl)methoxy)-4-(piperazin-1-yl)-6-(pyridin-3-yl)quinazolin-7-yl)benzo[d]thiazol-2-amine FC1=CC=C(C=2N=C(SC21)N)C2=C(C=C1C(=NC(=NC1=C2F)OC[C@H]2N(CCC2)C)N2CCNCC2)C=2C=NC=CC2